C1(CCCCC1)NC=1C2=C(N=C(N1)NC1=C(C=C(C(=C1)F)C=1C=NN(C1)C)OC)NC=C2C#N 4-(cyclohexylamino)-2-((5-fluoro-2-methoxy-4-(1-methyl-1H-pyrazol-4-yl)phenyl)amino)-7H-pyrrolo[2,3-d]pyrimidine-5-carbonitrile